C(CC1=CC=CC=C1)C1=NOC(=N1)[C@H](CCCCNC(OCC[Si](C)(C)C)=O)NC(OC(C)(C)C)=O (S)-tert-butyl (2-(trimethylsilyl)ethyl) (1-(3-phenethyl-1,2,4-oxadiazol-5-yl)pentane-1,5-diyl)dicarbamate